ClC=1C=C2C(NC(=NC2=CC1)CN1CC2=CC(=CC=C2CC1)C)=O 6-chloro-2-[(7-methyl-3,4-dihydro-1H-isoquinolin-2-yl)methyl]-3H-quinazolin-4-one